2-(3-(2-(2-aminoethoxy)ethoxy)propionylamino)-N-(1H-pyrazol-3-yl)benzamide 3,5,5-trimethylhexyl-itaconate CC(CCOC(C(=C)CC(=O)O)=O)CC(C)(C)C.NCCOCCOCCC(=O)NC1=C(C(=O)NC2=NNC=C2)C=CC=C1